C(C1=CC=CC=C1)OC1CC(C1)(O)C1=CC=2C(=NC(=CC2)Cl)S1 3-(benzyloxy)-1-(6-chlorothieno[2,3-b]pyridin-2-yl)cyclobutan-1-ol